FC1=C(C(=CC=C1)C)N1CCC(CC1)N1C(N(C=2C(C1)=NN(C2)C)CC2=NC=CC=C2C(F)(F)F)=O 6-[1-(2-Fluoro-6-methyl-phenyl)-piperidin-4-yl]-2-methyl-4-(3-trifluoromethyl-pyridin-2-ylmethyl)-2,4,6,7-tetrahydro-pyrazolo[4,3-d]pyrimidin-5-one